4-Methylsulfanyloxy-1H-indole CSOC1=C2C=CNC2=CC=C1